ClC=1C=C(C=C(C1)Cl)C1=NC(=CC(=C1)CN1CCC(CC1)(O)CNC(=O)NC)OC=1C=NC(=CC1)N1CCNCC1 1-((1-((2-(3,5-dichlorophenyl)-6-((6-(piperazin-1-yl)pyridin-3-yl)oxy)pyridin-4-yl)methyl)-4-hydroxypiperidin-4-yl)methyl)-3-methylurea